4-(2-{4-[(4-Tert-butylphenyl)amino]piperidin-1-yl}-2-oxoethyl)-1-methylpiperazin-2-one C(C)(C)(C)C1=CC=C(C=C1)NC1CCN(CC1)C(CN1CC(N(CC1)C)=O)=O